N-(2-aminoethyl)-N-ethylacetamide NCCN(C(C)=O)CC